(2S)-2-(4,4-difluoro-3-(5-(hydroxymethyl)-6-oxo-1,6-dihydropyridin-3-yl)piperidin-1-yl)-N-(2,2-difluoro-[1,3]dioxolo[4',5':4,5]benzo[1,2-d]thiazol-6-yl)propanamide FC1(C(CN(CC1)[C@H](C(=O)NC=1SC2=C(N1)C=C1C(=C2)OC(O1)(F)F)C)C1=CNC(C(=C1)CO)=O)F